FC1=CC=C(C=C1)N1C(C(=NC=C1)C(=O)N)=O 4-(4-fluorophenyl)-3-oxopyrazine-2-carboxamide